3-[2,6-dichloro-4-[(2R)-2-methyl-3-oxoazetidin-1-yl]benzoyl]-2,4-dihydro-1,3-benzoxazine ClC1=C(C(=O)N2COC3=C(C2)C=CC=C3)C(=CC(=C1)N1[C@@H](C(C1)=O)C)Cl